CC1(CCC(CC1)NC=1N=C(C2=C(N1)NC=C2C2=NC1=CC=CN=C1C=C2)NC)N2C(CCC2)=O 1-((1s,4s)-1-methyl-4-((4-(methylamino)-5-(1,5-naphthyridin-2-yl)-7H-pyrrolo[2,3-d]pyrimidin-2-yl)amino)cyclohexyl)pyrrolidin-2-one